sulfat Pentahydrat O.O.O.O.O.S(=O)(=O)(O)O